FC(OC1=CC=C(C(=O)N2C3CN(CC2C3)C3=CC=C(C=N3)C=3C=2N(C=C(C3)OCC(C)(C)O)N=CC2C#N)C=C1)F 4-(6-(6-(4-(difluoromethoxy)benzoyl)-3,6-diazabicyclo[3.1.1]heptan-3-yl)pyridin-3-yl)-6-(2-hydroxy-2-methylpropoxy)pyrazolo[1,5-a]pyridine-3-carbonitrile